7-bromo-8-methoxy-N-[(1R)-1-[3-nitro-5-(trifluoromethyl)phenyl]ethyl]imidazo[1,5-a]quinazolin-5-amine BrC=1C=C2C(=NC=3N(C2=CC1OC)C=NC3)N[C@H](C)C3=CC(=CC(=C3)C(F)(F)F)[N+](=O)[O-]